CC=1C(=CC(=CC1)N=C=O)N=C=O tolylene diisocyanate